N-(2,6-dichlorophenyl)-4-ethoxy-2-{{4-[2-(diethylamino)ethoxy]phenyl}amino}pyrimidine-5-carboxamide ClC1=C(C(=CC=C1)Cl)NC(=O)C=1C(=NC(=NC1)NC1=CC=C(C=C1)OCCN(CC)CC)OCC